1,4-di(3-aminophenoxy)benzene NC=1C=C(OC2=CC=C(C=C2)OC2=CC(=CC=C2)N)C=CC1